(Z)-non-2-en-1-yl 8-((6-((4,4-bis(octyloxy)butanoyl)oxy)hexyl)(2-hydroxyethyl)amino)octanoate C(CCCCCCC)OC(CCC(=O)OCCCCCCN(CCCCCCCC(=O)OC\C=C/CCCCCC)CCO)OCCCCCCCC